C(C#C)SCC(=O)O (PROP-2-YNYLTHIO)ACETIC ACID